9,10-dihydroxy-1,4-dihydro-1,4-methanoanthracene OC=1C2=CC=CC=C2C(=C2C3C=CC(C12)C3)O